FC(OC1=NC=C(C(=O)NCC=2N=NN3C2C=CC=C3)C=C1F)F 6-(difluoromethoxy)-5-fluoro-N-([1,2,3]triazolo[1,5-a]pyridin-3-ylmethyl)nicotinamide